N[C@@H](C(=O)N[C@@H](C(=O)NC(C(=O)N1CCC(CC1)C(=O)O)CCCC)CCC(F)(F)F)CC1=CC=CC=C1 [2-[[(2R)-2-[[(2R)-2-amino-3-phenyl-propionyl]amino]-5,5,5-trifluoro-pentanoyl]amino]hexanoyl]piperidine-4-carboxylic acid